N-[8-(furan-2-yl)-2-methyl-[1,2,4]triazolo[1,5-a]pyrazin-6-yl]acetamide O1C(=CC=C1)C=1C=2N(C=C(N1)NC(C)=O)N=C(N2)C